2-(piperidin-1-yl)-N-(6-(thiazol-5-yl)isoquinolin-3-yl)acetamide N1(CCCCC1)CC(=O)NC=1N=CC2=CC=C(C=C2C1)C1=CN=CS1